C1(CC1)N1N=C(C=C1)N1C(C(=CC=C1)NC1=NC=2N(C(=C1)NC)N=CC2C(=O)N[C@H]2[C@H](C2)F)=O 5-((1-(1-cyclopropyl-1H-pyrazol-3-yl)-2-oxo-1,2-dihydropyridin-3-yl)amino)-N-((1R,2S)-2-fluorocyclopropyl)-7-(methylamino)pyrazolo[1,5-a]pyrimidine-3-carboxamide